N-(2-furylmethyl)-1-[2-(1-piperidyl)-4-pyridyl]methanamine O1C(=CC=C1)CNCC1=CC(=NC=C1)N1CCCCC1